C12(CC3(CC(CC(C1)C3)C2)CC(=O)O)CC(=O)O 3-adamantanediacetic acid